2-(N,N-dimethylsulfamoyl)-3,4,5,6-tetrafluorophenyl propane-2-sulfonate CC(C)S(=O)(=O)OC1=C(C(=C(C(=C1F)F)F)F)S(N(C)C)(=O)=O